N-(2-(tert-butylamino)-2-oxo-1-(pyridin-3-yl)ethyl)-N-(4-(p-tolyloxy)phenyl)nicotinamide C(C)(C)(C)NC(C(C=1C=NC=CC1)N(C(C1=CN=CC=C1)=O)C1=CC=C(C=C1)OC1=CC=C(C=C1)C)=O